monocyclopropyl maleate C(\C=C/C(=O)[O-])(=O)OC1CC1